methacryloyl-2-phenylbenzimidazole C(C(=C)C)(=O)C1=CC=CC=2N=C(NC21)C2=CC=CC=C2